N-[4-fluoro-5-(2-morpholin-4-ylpyrimidin-5-yl)-2-[(3R,4R)-3-[ethyl(methyl)amino]-4-methoxypyrrolidin-1-yl]phenyl]-6-oxo-4-(trifluoromethyl)-1H-pyridine-3-carboxamide FC1=CC(=C(C=C1C=1C=NC(=NC1)N1CCOCC1)NC(=O)C1=CNC(C=C1C(F)(F)F)=O)N1C[C@H]([C@@H](C1)OC)N(C)CC